OCC[N+](C)(C)C.C(=O)(C(O)C(O)C(=O)O)OCC[N+](C)(C)C choline bitartrate (2-hydroxyethyl)trimethylammonium salt